ClC=1C=C(C=CC1)C1CC(C1)N 3-(3-Chlorophenyl)cyclobutan-1-amine